ClCC1=CC=C(C=C1)C1=NC=CC=C1 2-(4-(Chloromethyl)phenyl)pyridine